CC=1C=C2C(C=C(OC2=C(C1)C(C)NC1=C(C(=O)O)C=CC=C1)C=1C=C2CN(C(C2=CC1)=O)CCN1CCOCC1)=O 2-((1-(6-methyl-2-(2-(2-morpholinoethyl)-1-oxoisoindolin-5-yl)-4-oxo-4H-chromen-8-yl)ethyl)amino)benzoic acid